Bromooctanoic acid BrC(C(=O)O)CCCCCC